2-(5-bromo-2-methylbenzyl)-5-phenylthiophene BrC=1C=CC(=C(CC=2SC(=CC2)C2=CC=CC=C2)C1)C